bromo-6-cyclopropylpyrimidin-4-ol BrC1=NC(=CC(=N1)O)C1CC1